NC=1SC2=C(N1)C(=C(C(=C2)OC)F)C(C(C)(C)C)O 1-(2-amino-5-fluoro-6-methoxybenzo[d]thiazol-4-yl)-2,2-dimethylpropan-1-ol